4-(beta-cyclopropaneoxypropyl)styrene C1(CC1)OC(CC1=CC=C(C=C)C=C1)C